(3S,4S)-3-hydroxy-4-[3-[3-[(4-methoxyphenyl)methyl]-2,4-dioxo-hexahydropyrimidin-1-yl]-1-methyl-indazol-6-yl]piperidine-1-carboxylic acid tert-butyl ester C(C)(C)(C)OC(=O)N1C[C@H]([C@@H](CC1)C1=CC=C2C(=NN(C2=C1)C)N1C(N(C(CC1)=O)CC1=CC=C(C=C1)OC)=O)O